dimethyl 2-bromomethyl-6-methyl-4-(4-bromophenyl)-1,4-dihydropyridine-3,5-dicarboxylate BrCC=1NC(=C(C(C1C(=O)OC)C1=CC=C(C=C1)Br)C(=O)OC)C